3-cyclopropylimidazo[1,5-a]pyridine-1-carboxylic acid C1(CC1)C1=NC(=C2N1C=CC=C2)C(=O)O